FC(C1=CC=C(C=N1)N1CC2(CC1=O)C1CNCC2C1)(F)F 1'-(6-(trifluoromethyl)pyridin-3-yl)-3-azaspiro[bicyclo[3.1.1]heptane-6,3'-pyrrolidin]-5'-one